N-(2-(2-(1H-imidazol-1-yl)ethoxy)ethyl)-2-chloro-4-((3-(4-(cyanomethoxy)-2,3-difluoro-phenyl)imidazo[1,2-a]pyrazin-8-yl)amino)benzamide N1(C=NC=C1)CCOCCNC(C1=C(C=C(C=C1)NC=1C=2N(C=CN1)C(=CN2)C2=C(C(=C(C=C2)OCC#N)F)F)Cl)=O